CC=1C2=C3C=CC1C(C1=CC=C4CCN(C(C5=CC=C(COCCCN3N=N2)C=C5)=O)CC4=C1)CC(=O)NC=1C=NC(=CC1)C 2-[32-methyl-20-oxo-14-oxa-8,9,10,21-tetrazahexacyclo[19.5.3.216,19.13,7.06,10.024,28]dotriaconta-1(26),3(32),4,6,8,16,18,24,27,30-decaen-2-yl]-N-[6-methylpyridin-3-yl]acetamide